3-ethyl-7-((6-(1-methyl-1H-1,2,3-triazol-4-yl)-3',6'-dihydro-[3,4'-bipyridin]-1'(2'H)-yl)methyl)-1,5-naphthyridin-2(1H)-one C(C)C=1C(NC2=CC(=CN=C2C1)CN1CCC(=CC1)C=1C=NC(=CC1)C=1N=NN(C1)C)=O